O=C1NC(CCC1N1C(C2=CC(=C(C=C2C1)N1CCN(CC1)CC1CCC(CC1)OC1CCN(CC1)C(=O)OC(C)(C)C)F)=O)=O tert-butyl 4-[4-[[4-[2-(2,6-dioxo-3-piperidyl)-6-fluoro-1-oxo-isoindolin-5-yl]piperazin-1-yl]methyl]cyclohexoxy]piperidine-1-carboxylate